2-methacrylamidoethyl 4-((4-amino-2-(furan-3-yl)-1H-imidazo[4,5-c]quinolin-1-yl)methyl)benzylcarbamate NC1=NC=2C=CC=CC2C2=C1N=C(N2CC2=CC=C(CNC(OCCNC(C(=C)C)=O)=O)C=C2)C2=COC=C2